C1=CC=CC=2C3=CC=CC=C3C(C12)COC(NCC(NCC(NCC(NCCOCCOCCOCCOCCC(=O)O)=O)=O)=O)=O 1-(9H-fluoren-9-yl)-3,6,9,12-tetraoxo-2,16,19,22,25-pentaoxa-4,7,10,13-tetraazaoctacosane-28-oic acid